(S)-2-((3-chloro-5-(7,7-difluoro-2-(2-methylazetidin-1-yl)-6,7-dihydro-5H-cyclopenta[d]pyrimidin-4-yl)pyridin-2-yl)oxy)-1-(piperazin-1-yl)ethan-1-one ClC=1C(=NC=C(C1)C=1C2=C(N=C(N1)N1[C@H](CC1)C)C(CC2)(F)F)OCC(=O)N2CCNCC2